N,N-bis-(dimethylphosphino)aminothiophene-1,1-dioxide CP(N(P(C)C)C=1S(C=CC1)(=O)=O)C